1-((6-bromo-2-(2,6-dioxopiperidin-3-yl)-1-oxoisoindoline-5-yl)methyl)-N-(5-chloro-4-(5,5-Dimethyl-5,6-dihydro-4H-pyrrolo[1,2-b]pyrazol-3-yl)pyridin-2-yl)piperidine-4-carboxamide BrC1=C(C=C2CN(C(C2=C1)=O)C1C(NC(CC1)=O)=O)CN1CCC(CC1)C(=O)NC1=NC=C(C(=C1)C1=C2N(N=C1)CC(C2)(C)C)Cl